3-(4-(3,6-diazabicyclo[3.1.1]heptan-6-yl)-5-fluoro-1-oxoisoindolin-2-yl)piperidine-2,6-dione C12CNCC(N1C1=C3CN(C(C3=CC=C1F)=O)C1C(NC(CC1)=O)=O)C2